CC(C[O-])C 2-methylpropan-1-olat